CNS(=O)(=O)C1=CC(=CC=C1)C N,3-dimethyl-benzenesulfonamide